2-(Isoxazol-5-yl)-4-methyl-N-((R)-2-(((S)-11-oxo-2,3,10,11-tetrahydro-1H,5H-benzo[d]pyrazolo[1,2-a][1,2]diazepin-10-yl)carbamoyl)butyl)thiazol-5-carboxamid O1N=CC=C1C=1SC(=C(N1)C)C(=O)NC[C@@H](CC)C(N[C@H]1C2=C(CN3N(C1=O)CCC3)C=CC=C2)=O